[Rh+](Cl)Cl rhodium(III) dichloride